(7R)-7-deuterio-7-[4-(trifluoromethoxy)phenyl]-1,4-oxazepane [2H][C@@]1(CCNCCO1)C1=CC=C(C=C1)OC(F)(F)F